[O-]C1=CC=C(C=C1)C1=CC=C(C=C1)[O-] 4,4'-dioxidobiphenyl